6-{1-[(2,2-Difluorocyclopropyl)methyl]-1H-pyrazol-4-yl}-2-methyl-7-(trifluoromethyl)-1H,5H-imidazo[1,2-a]pyrimidin-5-one FC1(C(C1)CN1N=CC(=C1)C1=C(N=C2N(C1=O)C=C(N2)C)C(F)(F)F)F